3-(7-((1-(6-Methoxy-1H-indazole-3-carbonyl)piperidin-4-yl)oxy)-1-methyl-1H-indazol-3-yl)piperidine-2,6-dione COC1=CC=C2C(=NNC2=C1)C(=O)N1CCC(CC1)OC=1C=CC=C2C(=NN(C12)C)C1C(NC(CC1)=O)=O